NN1C(CC(CC1(C)C)CCCCCCC1CC(N(C(C1)(C)C)N)(C)C)(C)C 4,4'-Hexamethylen-Bis-(amino-2,2,6,6-Tetramethylpiperidin)